N1N=NN=C1C(C)(C)ON=C(C)C=1C=C(C=C(C1)OC)NC(C(=O)N1CC2(C3=CC=C(C=C13)OC(F)(F)F)CC2)C2=CC=C(C=C2)Cl 2-((3-(1-(((2-(1H-tetrazol-5-yl)propan-2-yl)oxy)imino)ethyl)-5-methoxyphenyl)amino)-2-(4-chlorophenyl)-1-(6'-(trifluoromethoxy)spiro[cyclopropane-1,3'-indolin]-1'-yl)ethan-1-one